ClC1=C(C(=O)N2CCC(CC2)(C(=O)O)CC2=NC(=C(C=C2)F)NC2=NNC(=C2)C)C=CC=C1Cl 1-(2,3-dichlorobenzoyl)-4-[[5-fluoro-6-[(5-methyl-1H-pyrazol-3-yl)amino]pyridin-2-yl]methyl]piperidine-4-carboxylic acid